ClC1=CC(=C2C(=N1)C=C(S2)CCl)N2CCOCC2 4-(5-chloro-2-(chloromethyl)thieno[3,2-b]pyridin-7-yl)morpholine